2-[1-(fluoromethyl)-2-oxabicyclo[2.1.1]Hex-4-yl]-7-[1-methylpropyloxy]Imidazo[1,2-a]Pyridine-6-carboxylic acid methyl ester COC(=O)C=1C(=CC=2N(C1)C=C(N2)C21COC(C2)(C1)CF)OC(CC)C